(R)-7-((1R,3r,5S,6R)-6-(1-(2,2-difluoroethyl)-3-(trifluoromethyl)-1H-pyrazol-5-yl)bicyclo[3.1.0]hexan-3-yl)-2-thia-7-azaspiro[4.5]decane 2,2-dioxide FC(CN1N=C(C=C1C1[C@H]2CC(C[C@@H]12)N1C[C@]2(CCS(C2)(=O)=O)CCC1)C(F)(F)F)F